2-(2,6-dioxo-3-piperidinyl)-5-[4-[3-[[1-[4-[5-(1-methylcyclopropoxy)-1H-indazol-3-yl]-2-pyridinyl]-4-piperidinyl]oxy]cyclobutoxy]-1-piperidinyl]isoindoline-1,3-dione O=C1NC(CCC1N1C(C2=CC=C(C=C2C1=O)N1CCC(CC1)OC1CC(C1)OC1CCN(CC1)C1=NC=CC(=C1)C1=NNC2=CC=C(C=C12)OC1(CC1)C)=O)=O